4-methyl-2-carbamimidoyl-1,3-thiazole hydrochloride Cl.CC=1N=C(SC1)C(N)=N